α-ketoglutaric acid, dimethyl ester O=C(C(=O)OC)CCC(=O)OC